(3-(azidomethyl)phenyl)propan-2-ol N(=[N+]=[N-])CC=1C=C(C=CC1)CC(C)O